mono(2-methyl-2-butenyl) ether CC(COCC(=CC)C)=CC